BrC1=NN(C(=C1Br)C)C1COCCC1 3,4-dibromo-5-methyl-1-(tetrahydro-2H-pyran-3-yl)-1H-pyrazole